para-adamantyl-toluene tert-butyl-4-(1H-pyrazol-4-yl)piperidine-1-carboxylate C(C)(C)(C)OC(=O)N1CCC(CC1)C=1C=NNC1.C12(CC3CC(CC(C1)C3)C2)C2=CC=C(C)C=C2